C1=C2C(=CC=C1)N=C1C=CC3=C4C=CC=CC4=NC3=C12 trans-Indolo-carbazol